ClC=1C=C2C(=NC1OC)C(=C(N2)C2=NC(=NN2)C(F)(F)F)C=2C=NNC2 6-chloro-5-methoxy-3-(1H-pyrazol-4-yl)-2-(3-(trifluoromethyl)-1H-1,2,4-triazol-5-yl)-1H-pyrrolo[3,2-b]pyridine